NCC(=O)NCCCNCCCCNCCCN glycinyl-spermine